oxydiacetic acid O(CC(=O)O)CC(=O)O